5-chloro-4-(1-(ethylsulfanyl)-1H-indol-3-yl)-N-(2-methoxy-5-methyl-4-(4-(4-methylpiperazin-1-yl)piperidin-1-yl)phenyl)pyrimidin-2-amine ClC=1C(=NC(=NC1)NC1=C(C=C(C(=C1)C)N1CCC(CC1)N1CCN(CC1)C)OC)C1=CN(C2=CC=CC=C12)SCC